1-acetyl-1H-1,2,3-triazole C(C)(=O)N1N=NC=C1